(R)-N-(2,3-dihydroxypropyl)-5-((4-methyl-5-(4-(trifluoromethyl)phenyl)oxazol-2-yl)amino)pyridineamide O[C@H](CNC(=O)C1=NC=C(C=C1)NC=1OC(=C(N1)C)C1=CC=C(C=C1)C(F)(F)F)CO